(R)-(3-Fluorophenyl)((2R,5S)-5-((1-(methylsulfonyl)piperidin-4-yl)-methyl)pyrrolidin-2-yl)methanol hydrochloride Cl.FC=1C=C(C=CC1)[C@@H](O)[C@@H]1N[C@@H](CC1)CC1CCN(CC1)S(=O)(=O)C